methyl 3-ethyl-5-ethynylpicolinate C(C)C=1C(=NC=C(C1)C#C)C(=O)OC